COC(C1=CN=C(C(=C1)N)NC1=CC=C(C=C1)OC)=O methyl-5-amino-6-((4-methoxyphenyl)amino)nicotinate